(S)-2-(5-(2-cyclopropylpropan-2-yl)-2-methoxyphenyl)-2-((R)-3-((5-(5,6,7,8-tetrahydro-1,8-naphthyridin-2-yl)pentyl)oxy)pyrrolidin-1-yl)acetic acid C1(CC1)C(C)(C)C=1C=CC(=C(C1)[C@@H](C(=O)O)N1C[C@@H](CC1)OCCCCCC1=NC=2NCCCC2C=C1)OC